7-hydrazino-4-methylcoumarin hydrochloride Cl.N(N)C1=CC=C2C(=CC(OC2=C1)=O)C